dipotassium hydrazinium [NH3+]N.[K+].[K+]